Benzyl ((4-methylpiperidin-4-yl)methyl)carbamate CC1(CCNCC1)CNC(OCC1=CC=CC=C1)=O